NC=1C(=NN(C1OCCCC1(NC(=NC(=C1Cl)NC)Cl)N)C1COCCC1)C 4-(3-((4-amino-3-methyl-1-(tetrahydro-2H-pyran-3-yl)-1H-pyrazol-5-yl)oxy)propyl)-2,5-dichloro-N6-Methyl-pyrimidine-4,6-diamine